OCN1C(C(CCC1=O)N1C(C2=CC(=CC=C2C1)CNC=1OC(=NN1)C1CC2(C1)CCC2)=O)=O 1-(hydroxymethyl)-3-(1-oxo-6-(((5-(spiro[3.3]heptan-2-yl)-1,3,4-oxadiazol-2-yl)amino)methyl)isoindolin-2-yl)piperidine-2,6-dione